C1=CC=CC=2C3=CC=CC=C3NC12.[N] nitrogen (carbazole)